Cl.S1OC(C=C1)O thioxolol hydrochloride